(6R,7R)-12-(8-ethynyl-7-fluoro-3-hydroxy-1-naphthyl)-13-fluoro-9-oxa-2,11,15,17-tetrazatetracyclo[8.7.1.02,7.014,18]octadeca-1(17),10(18),11,13,15-pentaene-6,16-diol C(#C)C=1C(=CC=C2C=C(C=C(C12)C1=NC=2OC[C@@H]3[C@@H](CCCN3C3=NC(=NC(=C1F)C32)O)O)O)F